O=C(C(=O)NC=1C2=C(C=NC1)C=NN2)N2[C@H](CC[C@@H](C2)C)C=2C=CC1=CN(N=C1C2)[C@H]2CN(CC2)C 2-oxo-N-(1H-pyrazolo[4,3-c]pyridin-7-yl)-2-[(2R,5S)-5-methyl-2-[2-[(3R)-1-methylpyrrolidin-3-yl]indazol-6-yl]-1-piperidyl]acetamide